FC=1C=2N(C=CC1)N=C(C2)[C@H]2N(CCC1=C2N=CN1)C(=O)C1=CN=C(O1)C1=NC=CN=C1 (S)-(4-(4-fluoropyrazolo[1,5-a]pyridin-2-yl)-1,4,6,7-tetrahydro-5H-imidazo[4,5-c]pyridin-5-yl)(2-(pyrazin-2-yl)oxazol-5-yl)methanone